4-chloro-7-(pyrrolidin-3-yl)-9H-pyrimido[4,5-b]indole ClC1=NC=NC=2NC3=CC(=CC=C3C21)C2CNCC2